N1(CCCC1)C1=CC=C(N=N1)N 6-(pyrrolidin-1-yl)pyridazin-3-amine